[2H]C1(COC(CN1C(=O)OC(C)(C)C)C1=NC=C(C=C1)F)[2H] tert-butyl 5,5-dideuterio-2-(5-fluoro-2-pyridyl)morpholine-4-carboxylate